COC1=C(C(=O)N2CC(C2)C#N)C(=CC(=C1)C1=CN=C2N1C=CC(=C2)C=2C=NN(C2)C)OC 1-[2,6-dimethoxy-4-[7-(1-methylpyrazol-4-yl)imidazo[1,2-a]pyridin-3-yl]benzoyl]azetidine-3-carbonitrile